3-bromo-5-((4-chlorophenylimino)meth-yl)phenyl nicotinate C(C1=CN=CC=C1)(=O)OC1=CC(=CC(=C1)C=NC1=CC=C(C=C1)Cl)Br